ClC=1C=CC(=C(C1)C1=C(C2=NC=CC=C2N1)C=1N=C2C=C(C=NC2=CC1)C=1C=NN(C1)CCNC)F 2-[4-[6-[2-(5-chloro-2-fluoro-phenyl)-1H-pyrrolo[3,2-b]pyridin-3-yl]-1,5-naphthyridin-3-yl]pyrazol-1-yl]-N-methyl-ethanamine